ClS(=O)(=O)CCC(=O)O 3-chlorosulfonyl-propionic acid